N-((5-chloropyridin-2-yl)(cyclobutyl)methyl)-2-methylpropane-2-sulfinamide ClC=1C=CC(=NC1)C(NS(=O)C(C)(C)C)C1CCC1